3-(10-(benzyloxy)-2-methyl-4-oxo-5,6-dihydro-2H-2,6-methanobenzo[g][1,3,5]oxadiazocin-3(4H)-yl)-N-(1,2,3,4-tetrahydronaphthalen-2-yl)benzamide C(C1=CC=CC=C1)OC1=CC=CC=2C3NC(N(C(OC21)(C3)C)C=3C=C(C(=O)NC2CC1=CC=CC=C1CC2)C=CC3)=O